(S)-N-(1-(3-(2-(difluoromethyl)pyridin-4-yl)-1,2,4-oxadiazol-5-yl)ethyl)-1-methyl-3-(trifluoromethyl)-1H-pyrazole-5-carboxamide FC(C1=NC=CC(=C1)C1=NOC(=N1)[C@H](C)NC(=O)C1=CC(=NN1C)C(F)(F)F)F